CN(C(=O)N1C[C@H](N([C@H](C1)C)C=1N=CC2=C(N1)C(=NN2)C=2C=NC(=CC2)N2C[C@H](NCC2)C)C)C (3R,5S)-N,N,3,5-tetramethyl-4-(3-(6-((R)-3-methylpiperazin-1-yl)pyridin-3-yl)-1H-pyrazolo[4,3-d]pyrimidin-5-yl)piperazine-1-carboxamide